OC1CCNCC1 L-4-hydroxypiperidine